(benzyloxy)-4-chloro-7-methoxy-2-methyl-quinazoline C(C1=CC=CC=C1)OC1=C2C(=NC(=NC2=CC(=C1)OC)C)Cl